C1(OCCO1)=O alpha-ethylene carbonate